N1=CC(=CC=C1)[Si](OCC)(OCC)OCC 3-pyridyltriethoxysilicon